FC=1C=C(OC2=C3C=CC(=CC3=CC=C2)C(=O)NS(=O)(=O)C)C=CC1F 5-(3,4-difluorophenoxy)-N-(methylsulfonyl)-2-naphthamide